C(#N)[C@H](C)NC(C1=CC=C(C=C1)C1=NC(=NC=C1C)NC=1C=NN(C1)C1C[C@@H](N[C@@H](C1)C)C)=O N-((S)-1-cyanoethyl)-4-(2-((1-((2S,4r,6R)-2,6-dimethylpiperidin-4-yl)-1H-pyrazol-4-yl)amino)-5-methylpyrimidin-4-yl)benzamide